FC=1C(=CC(=NC1C)C=1OC(=NN1)C1=NC=C(C=C1)F)C=1C=NC=CC1OC 2-(5'-Fluoro-4-methoxy-6'-methyl-[3,4'-bipyridyl]-2'-yl)-5-(5-fluoropyridin-2-yl)-1,3,4-oxadiazole